OCCN=C (2-hydroxyethyl)(methylene)ammonia